C(CCC)C1=CC=C2C(=C(CC2=C1)C=O)O[Si](C)(C)C 6-butyl-3-((trimethylsilyl)oxy)-1H-indene-2-carbaldehyde